pyridine nickel (II) [Ni+2].N1=CC=CC=C1